2-cyclopentyl-4-(cyclopentyloxy)-N-(4-(methylsulfonyl)but-3-en-2-yl)pyrimidine-5-carboxamide C1(CCCC1)C1=NC=C(C(=N1)OC1CCCC1)C(=O)NC(C)C=CS(=O)(=O)C